hex-5-en-1-yl-trimethoxysilane C(CCCC=C)[Si](OC)(OC)OC